Methyl (S)-4-(2-amino-2-methylpropanoyl)-1-((1-(4-((4-aminopiperidin-1-yl)methyl)phenyl)-2-oxo-1,2-dihydropyrimidin-4-yl)carbamoyl)piperazine-2-carboxylate hydrochloride salt Cl.NC(C(=O)N1C[C@H](N(CC1)C(NC1=NC(N(C=C1)C1=CC=C(C=C1)CN1CCC(CC1)N)=O)=O)C(=O)OC)(C)C